[Pt](Cl)Cl.ClC1=CC=C(C=C1)C1=CC=CC(=N1)C1=NC=CC=C1 6-(4-chlorophenyl)-2,2'-bipyridine platinum (II) chloride